C(C)(C)C1=NC=NC(=C1B(O)O)OC (4-isopropyl-6-methoxy-pyrimidin-5-yl)boronic acid